N1=CN=C(C2=C1NC=C2)C=2C=CC(=NC2)N2CC1N(C(C2)C1)CC1=C(C=CC(=C1)OC)F 3-(5-(7H-pyrrolo[2,3-d]pyrimidin-4-yl)pyridin-2-yl)-6-(2-fluoro-5-methoxybenzyl)-3,6-diazabicyclo[3.1.1]heptane